N-(3-bromo-2-hydroxyphenyl)acetamide BrC=1C(=C(C=CC1)NC(C)=O)O